1-phenyl-5-(propan-2-yl)-1H-pyrazole-4-carboxylic acid C1(=CC=CC=C1)N1N=CC(=C1C(C)C)C(=O)O